COCCCNC(=O)OCC1=CC=C(C=C1)C=1SC=C(N1)C(=O)N[C@@H](CO)C(=O)[O-] (2-(4-((((3-methoxypropyl)carbamoyl)oxy)methyl)phenyl)thiazole-4-carbonyl)-Z-serinate